C(CCCCCCC(=O)OCCCCCCCCCCC)(=O)OCC1=CC(=CC(=C1)CO)COC(CCC(OCCCCCCCC)OCCCCCCCC)=O 1-(3-(((4,4-bis(octyloxy)butanoyl)oxy)methyl)-5-(hydroxymethyl)benzyl) 8-undecyl octanedioate